1-(2-bromoethyl)-1-methylcyclopropane BrCCC1(CC1)C